tert-butyl 4-(8-methyl-6-oxo-5-(2-(trifluoromethyl)benzyl)-5,6-dihydropyrido[2,3-b]pyrazin-7-yl)piperidine-1-carboxylate CC1=C(C(N(C2=NC=CN=C21)CC2=C(C=CC=C2)C(F)(F)F)=O)C2CCN(CC2)C(=O)OC(C)(C)C